ClC1=C(COC2=C(C3=C(C(/C(/O3)=C/C3=CN(C4=CC=CC=C34)C)=O)C=C2)C)C(=CC=C1)Cl (2Z)-6-[(2,6-dichlorobenzyl)oxy]-7-methyl-2-[(1-methyl-1H-indol-3-yl)methylene]-1-benzofuran-3(2H)-one